FC1=C(C=CC(=C1)S(=O)(=O)C)C1=NN2C(O[C@@H](CC2)C)=C1C(=O)OCC Ethyl (5R)-2-(2-fluoro-4-methylsulfonylphenyl)-5-methyl-6,7-dihydro-5H-pyrazolo[5,1-b][1,3]oxazine-3-carboxylate